IC=1C=NN2C1C=C(C=C2)CN2C[C@@H](N(CC2)C(=O)OC(C)(C)C)C tert-butyl (S)-4-((3-iodopyrazolo[1,5-a]pyridin-5-yl) methyl)-2-methylpiperazine-1-carboxylate